(S)-4-((2-hydroxyethyl)(4-(5,6,7,8-tetrahydro-1,8-naphthyridin-2-yl)butyl)amino)-2-(quinazolin-4-ylamino)butanoic acid OCCN(CC[C@@H](C(=O)O)NC1=NC=NC2=CC=CC=C12)CCCCC1=NC=2NCCCC2C=C1